tert-butyl 9-[3-[3-[(4-methoxyphenyl)methyl]-2,4-dioxo-hexahydropyrimidin-1-yl]-1-methyl-indazol-6-yl]-3,9-diazaspiro[5.5]undecane-3-carboxylate COC1=CC=C(C=C1)CN1C(N(CCC1=O)C1=NN(C2=CC(=CC=C12)N1CCC2(CCN(CC2)C(=O)OC(C)(C)C)CC1)C)=O